diethyl-acetamide ethyl-7,8-dimethyl-5,6,7,8-tetrahydroimidazo[1,2-a]pyrazine-2-carboxylate C(C)OC(=O)C=1N=C2N(CCN(C2C)C)C1.C(C)C(C(=O)N)CC